xylenylethanolamine C1(C(C=CC=C1)C)(C)C(O)CN